[Br-].C(C=C)(=O)OCC[N+](C)(C)C (2-acryloyloxyethyl)trimethylammonium bromide